N-(benzenesulfonyl)-6-[3-[(2,2,3,3-tetramethylcyclopropyl)methoxy]pyrazol-1-yl]-2-[(4S)-2,2,4-trimethylpyrrolidin-1-yl]pyridine-3-carboxamide C1(=CC=CC=C1)S(=O)(=O)NC(=O)C=1C(=NC(=CC1)N1N=C(C=C1)OCC1C(C1(C)C)(C)C)N1C(C[C@@H](C1)C)(C)C